[Cl-].[Cl-].C1(CCCC1)CC(=[Zr+2](C1=C(C(=CC=2C3=CC(=C(C=C3CC12)C)C(C)(C)C)C(C)(C)C)C)C1C=CC=C1)CC1CCCC1 di-(cyclopentylmethyl)methylene(cyclopentadienyl)(2,7-dimethyl-3,6-di-tert-butylfluorenyl)zirconium dichloride